Br.BrCC=1C=NC=CC1 3-(bromomethyl)-pyridine hydrobromide